ClC1=C(C=CC=C1Cl)NC(C)=N N-(2,3-dichlorophenyl)acetimidamide